3-[[(3R)-1-ethyl-3-piperidinyl]amino]-6-(4-hydroxy-6-methyl-2,3-dihydrobenzofuran-5-yl)-4-methyl-1,2,4-triazin-5-one C(C)N1C[C@@H](CCC1)NC1=NN=C(C(N1C)=O)C=1C(=CC2=C(CCO2)C1O)C